(R)-6-chloro-3-((1-(10-methyl-8-oxo-5,8-dihydro-6H-[1,6]naphthyridino[5,6-b]quinazolin-12-yl)ethyl)amino)picolinic acid ClC1=CC=C(C(=N1)C(=O)O)N[C@H](C)C=1C=C(C=C2C(N3C(=NC12)C=1C=CC=NC1CC3)=O)C